(S)-6-chloro-3-((3-(2-(4-chlorophenyl)-2-hydroxyethyl)-1,2,4-oxadiazol-5-yl)methyl)-1-methylpyrimidine-2,4(1H,3H)-dione ClC1=CC(N(C(N1C)=O)CC1=NC(=NO1)C[C@H](O)C1=CC=C(C=C1)Cl)=O